ClC1=C(C=CC(=C1)Cl)C1(OCC(O1)CCC)CN1N=CN=C1 1-((2-(2,4-dichlorophenyl)-4-propyl-1,3-dioxolan-2-yl)-methyl)-1H-1,2,4-triazole